diethyl (4-bromophenyl)phosphonite BrC1=CC=C(C=C1)P(OCC)OCC